C(C)C1(CS(C2=C(N(C1)C1=CC=CC=C1)C=C(C(=C2)OCC(C(=O)O)(C)F)SC)(=O)=O)CC 3-((3,3-diethyl-7-(methylthio)-1,1-dioxido-5-phenyl-2,3,4,5-tetrahydro-1,5-benzothiazepin-8-yl)oxy)-2-fluoro-2-methylpropanoic acid